CC=1C=CC=C2N(CCN(C12)C(=O)OC(C)(C)C)C=1C(N2CCOCCOC=3N=CC=C(NC4=NC=C(C1)C2=N4)C3)=O tert-butyl 8-methyl-4-(15-oxo-8,11-dioxa-2,6,14,20,21-pentazatetracyclo[12.6.2.13,7.018,22]tricosa-1(20),3,5,7(23),16,18,21-heptaen-16-yl)-2,3-dihydroquinoxaline-1-carboxylate